C(C)(C)(C)OC(=O)N1CCN(CC1)C1=C(C=CC=C1)CNCCC1=CC=CC=C1 4-(2-((Phenethylamino)methyl)phenyl)piperazine-1-carboxylic acid tert-butyl ester